C1(CCC1)NC=1C2=C(N=CN1)C1=C(O2)N=C(C=C1C)C N-cyclobutyl-7,9-dimethyl-pyrido[3',2':4,5]furo[3,2-d]pyrimidin-4-amine